[O-]S(=O)(=O)C(F)(F)F.C(CCCCCCC)[NH+]1C(=CC=C1)CC 1-Octyl-2-ethylpyrrolium triflat